CC1(OC2=C(C1)C=C(C(=C2)N2CCOCC2)NC(=O)C2=NN(C=C2)C2=CC(=NC=C2)CO)C N-(2,2-dimethyl-6-morpholino-3H-benzofuran-5-yl)-1-[2-(hydroxymethyl)-4-pyridyl]pyrazole-3-carboxamide